(4-(5-(2-(4,4-difluoropiperidin-1-yl)-6-methoxypyridin-4-yl)-1,3,4-oxadiazol-2-yl)-3-(6-azaspiro[2.5]oct-6-yl)phenyl)-1-hydroxy-2-methylpropane-2-sulfonamide FC1(CCN(CC1)C1=NC(=CC(=C1)C1=NN=C(O1)C1=C(C=C(C=C1)C(C(C)(S(=O)(=O)N)C)O)N1CCC2(CC2)CC1)OC)F